FC1=C(CC=2C=3N(C=C(N2)C2=NC(=NN2)C(F)F)N=CN3)C=CC=C1F 8-(2,3-difluorobenzyl)-6-(3-(difluoromethyl)-1H-1,2,4-triazol-5-yl)-[1,2,4]triazolo[1,5-a]pyrazine